((((trans)-4-aminocyclohexyl)thio)methyl)-7-(cyclopropylmethoxy)-5-fluoroquinazolin-4(3H)-one hydrochloride Cl.N[C@@H]1CC[C@H](CC1)SCC1=NC2=CC(=CC(=C2C(N1)=O)F)OCC1CC1